N-((2-(azetidine-1-sulfonamido)pyrimidin-4-yl)methyl)-5-(6-ethoxypyrazin-2-yl)picolinamide N1(CCC1)S(=O)(=O)NC1=NC=CC(=N1)CNC(C1=NC=C(C=C1)C1=NC(=CN=C1)OCC)=O